C(CC)(=O)OCC(C1=CC=C(C=C1)O)C1=CC=C(C=C1)O 2,2-bis(4'-hydroxyphenyl)ethyl propionate